2-[4-(4-aminopiperidin-1-yl)-5-(3-fluoro-5-methylphenyl)pyridazin-3-yl]-N-methoxy-1H-indole-6-carboxamide NC1CCN(CC1)C1=C(N=NC=C1C1=CC(=CC(=C1)C)F)C=1NC2=CC(=CC=C2C1)C(=O)NOC